1,1,1-Tris(hydroxymethyl)-propan triacrylat C(C=C)(=O)O.C(C=C)(=O)O.C(C=C)(=O)O.OCC(CC)(CO)CO